Cl.FC1=CC=C(C=C1)C1=CC=C2C=C(NC2=C1)C(=O)N[C@@H]1CN(CC1)C1CCNCC1 (S)-6-(4-fluorophenyl)-N-(1-(piperidin-4-yl)pyrrolidin-3-yl)-1H-indole-2-carboxamide hydrochloride